C(C)(C)(C)C1=NN(C(=C1)N)C1=CC=C(C=C1)F 3-tert-butyl-1-(4-fluorophenyl)-1H-pyrazol-5-amine